CC1=NOC(=C1)C=1SC(=CN1)C(=O)N 2-(3-methylisoxazol-5-yl)thiazole-5-carboxamide